S-(2-Hydroxyethyl) thiopivaloate C(C(C)(C)C)(=O)SCCO